[I-].[Li+].C(=C)N1C=NC=C1 3-vinylimidazole lithium iodide